N-(2-(pyrrolidin-1-yl)-3-fluorophenyl)-4-fluorobenzo[d]isothiazol-1,1-dioxide N1(CCCC1)C1=C(C=CC=C1F)N1S(C2=C(C1)C(=CC=C2)F)(=O)=O